ClC=1N=NC(=C2C1N=CC=C2)C2=C(C=C(C=C2)C(F)(F)F)O 2-(8-chloropyrido[2,3-d]pyridazin-5-yl)-5-(trifluoromethyl)phenol